N[C@@]1(COCC1)C(=O)NC=1C=C2CC(CC2=C(C1)F)CNCCC1CN(C(O1)=O)C1=NC2=C(OCC(N2)=O)N=C1 (3S)-3-amino-N-[7-fluoro-2-[[2-[2-oxo-3-(3-oxo-4H-pyrazino[2,3-b][1,4]oxazin-6-yl)oxazolidin-5-yl]ethylamino]methyl]indan-5-yl]tetrahydrofuran-3-carboxamide